C(\C=C(/C)\CCC=C(C)C)CC(C)=O E-geranyl-acetone